CC1(OC2=C(C1)C=CC(=C2)C(C)N2C[C@@H](N(C[C@H]2C)C=2C=1N=C(N(C1N(C(N2)=O)C)CC)CC#N)C)C 2-(6-((2S,5R)-4-(1-(2,2-dimethyl-2,3-dihydrobenzofuran-6-yl)ethyl)-2,5-dimethylpiperazin-1-yl)-9-ethyl-3-methyl-2-oxo-3,9-dihydro-2H-purin-8-yl)acetonitrile